[Si](C1=CC=CC=C1)(C1=CC=CC=C1)(C(C)(C)C)OC[C@@]12CCCN2C[C@@H](C1)OCC(=O)NCCC12CN(CC(CC1)N2C(=O)OC(C)(C)C)C(C2=CC=CC=C2)(C2=CC=CC=C2)C2=CC=CC=C2 tert-butyl 1-(2-(2-(((2R,7aR)-7a-(((tert-butyldiphenylsilyl)oxy)methyl)hexahydro-1H-pyrrolizin-2-yl)oxy)acetamido)ethyl)-3-trityl-3,8-diazabicyclo[3.2.1]octane-8-carboxylate